nonacosanal C(CCCCCCCCCCCCCCCCCCCCCCCCCCCC)=O